(2R,8aS)-2-(2,3-dichloro-6-methoxyphenyl)-7-hydroxy-5-oxooctahydroindolizine-7-carbonitrile ClC1=C(C(=CC=C1Cl)OC)[C@H]1C[C@H]2CC(CC(N2C1)=O)(C#N)O